benzyl (2S)-2-(cyanomethyl)-4-[7-(8-methyl-1-naphthyl)-2-[[(2R)-1-methylpyrrolidin-2-yl]methoxy]-6,8-dihydro-5H-pyrido[3,4-d]pyrimidin-4-yl]piperazine-1-carboxylate C(#N)C[C@@H]1N(CCN(C1)C=1C2=C(N=C(N1)OC[C@@H]1N(CCC1)C)CN(CC2)C2=CC=CC1=CC=CC(=C21)C)C(=O)OCC2=CC=CC=C2